1H-Benzo[b]pyrrol N1C2=C(C=C1)C=CC=C2